C(CCCCC(C)C)[Si]([Si]([Si](O)(CCCCCC(C)C)CCCCCC(C)C)(CCCCCC(C)C)CCCCCC(C)C)(CCCCCC(C)C)CCCCCC(C)C heptaisooctyltrisilanol